ClCC(=O)N[C@@]1([C@@H](CCCC1)O)C1=CSC=C1C 2-chloro-N-((1R,2R)-2-hydroxyl-1-(4-methyl-3-thienyl)cyclohexyl)acetamide